ClC1=CC=C(S1)C(=O)NCC1=CC=C(C=C1)C(F)(F)F 5-chloro-N-(4-(trifluoromethyl)benzyl)thiophene-2-carboxamide